rel-2-(6-((4bR,8aR)-4b,7,7-trimethyl-2-(methylthio)-4b,7,8,8a-tetrahydropyrano[3',4':4,5]pyrrolo[2,3-d]pyrimidin-9(5H)-yl)pyridin-2-yl)propan-2-ol C[C@]12[C@H](N(C=3N=C(N=CC31)SC)C3=CC=CC(=N3)C(C)(C)O)CC(OC2)(C)C |o1:1,2|